3-AMINO-2-METHYLPYRIDINE-5-BORONIC ACID NC=1C(=NC=C(C1)B(O)O)C